C(C)N1C2=CC=C(C=C2C=2C=C(C=CC12)C1(C2=CC=CC=C2C=2C=CC(=CC12)C#N)C1=CC=CC=C1)C1(C2=CC=CC=C2C=2C=CC(=CC12)C#N)C1=CC=CC=C1 9,9'-(9-ethyl-9H-carbazole-3,6-diyl)bis(9-phenyl-9H-fluoren-2-carbonitrile)